C(C)(C)(C)OC(N[C@H]1[C@H](CNCC1)F)=O (3S,4R)-3-fluoropiperidin-4-ylcarbamic acid tert-butyl ester